O=C1N(CCC(N1)=O)C1=C2C=CN(C2=CC(=C1)F)C1CCN(CC1)C(=O)OCC1=CC=CC=C1 Benzyl 4-(4-(2,4-dioxotetrahydropyrimidin-1(2H)-yl)-6-fluoro-1H-indol-1-yl)piperidine-1-carboxylate